4-(3-chloro-5-nitropyridin-2-yl)-5-fluoropyrimidine ClC=1C(=NC=C(C1)[N+](=O)[O-])C1=NC=NC=C1F